F[C@@H]1CN(C[C@@H]1NC=1C=C2CN3[C@@H](C2=CC1)CN(C[C@H]3C)C3=C1C=CC=NC1=C(C=C3)C)C(=O)OC(C)(C)C tert-butyl (3R,4S)-3-fluoro-4-(((4R,10bS)-4-methyl-2-(8-methylquinolin-5-yl)-1,2,3,4,6,10b-hexahydropyrazino[2,1-a]isoindol-8-yl)amino)pyrrolidine-1-carboxylate